N-[[6-(2-azabicyclo[2.2.1]heptan-2-ylmethyl)imidazo[1,2-a]pyridin-2-yl]methyl]-4-oxo-pyrido[1,2-a]pyrimidine-2-carboxamide C12N(CC(CC1)C2)CC=2C=CC=1N(C2)C=C(N1)CNC(=O)C=1N=C2N(C(C1)=O)C=CC=C2